CC(CCC)N1C(C2C3C=CC(C2C1=O)C3=O)=O 4-(1-methylbutyl)-4-aza-10-oxo-tricyclo[5.2.1.02,6]-8-decene-3,5-dione